methyl 3-(((tert-butyldiphenylsilyl)oxy)methyl)cyclobutane-1-carboxylate [Si](C1=CC=CC=C1)(C1=CC=CC=C1)(C(C)(C)C)OCC1CC(C1)C(=O)OC